3-methyl-1-oxobutan-2-yl-N-methylazetidine-3-carboxamide CC(C(C=O)N1CC(C1)C(=O)NC)C